C(#N)N1C[C@]2(CCC2C1)NC(=O)C1=NNC(=C1)C1=C(C=CC=C1)OC1=CC=CC=C1 N-((1R)-3-Cyano-3-azabicyclo[3.2.0]heptan-1-yl)-5-(2-phenoxyphenyl)-1H-pyrazol-3-carboxamid